C(C)(C)(C)OC(=O)NCCCN1[C@@H](CN(CC1)C(=O)OC(C)(C)C)C(=O)OC 1-tert-butyl 3-methyl (S)-4-(3-((tert-butoxycarbonyl)amino)propyl)piperazine-1,3-dicarboxylate